(3-(2-fluorophenyl)-5-methylthiophen-2-yl)benzoic acid FC1=C(C=CC=C1)C1=C(SC(=C1)C)C1=C(C(=O)O)C=CC=C1